6-(5-chloro-2-(4-chloro-1H-1,2,3-triazol-1-yl)phenyl)pyrimidine ClC=1C=CC(=C(C1)C1=CC=NC=N1)N1N=NC(=C1)Cl